OCC(CC)C(C(C)(N)C)N (1-hydroxy-2-butyl)-2-methyl-1,2-propanediamine